N-[5-[[5-(2,2-difluoroethoxy)pyridin-2-yl]carbamoyl]-4-fluoro-2-methylphenyl]-2-methyl-1,3-thiazole-5-carboxamide FC(COC=1C=CC(=NC1)NC(=O)C=1C(=CC(=C(C1)NC(=O)C1=CN=C(S1)C)C)F)F